2-(4-cyclopropyl-6-methoxy-pyrimidin-5-yl)-7-[[4-[1-methyl-4-(trifluoromethyl)imidazol-2-yl]phenyl]methyl]-5H-pyrrolo[3,2-d]pyrimidin-4-ol C1(CC1)C1=NC=NC(=C1C=1N=C(C2=C(N1)C(=CN2)CC2=CC=C(C=C2)C=2N(C=C(N2)C(F)(F)F)C)O)OC